LINALYLACETATE C(C)(C=C)(CCC=C(C)C)CC(=O)[O-]